ClC=1C(=C(C=C2C=C(N=CC12)NC(=O)[C@H]1[C@@H](C1)C#N)N1C(OC[C@H]1C)=O)F trans-N-[8-chloro-7-fluoro-6-[(4R)-4-methyl-2-oxo-oxazolidin-3-yl]-3-isoquinolinyl]-2-cyano-cyclopropanecarboxamide